(S)-2-amino-3-(7-cyanobenzo[d]oxazol-2-yl)-N-(1-cyanocyclopropyl)propenamide 4-Chloroacetoacetate (Ethyl-4-Chloroacetoacetate) C(C)C(C(CC(=O)O)=O)Cl.ClCC(CC(=O)O)=O.NC(C(=O)NC1(CC1)C#N)=CC=1OC2=C(N1)C=CC=C2C#N